1-Cyclohexylnonyl 8-bromooctanoate BrCCCCCCCC(=O)OC(CCCCCCCC)C1CCCCC1